oxolanone O1C(CCC1)=O